ClC1=NC(=C(C=C1N)F)Cl 2,6-dichloro-5-fluoro-3-aminopyridine